FC(C(=O)O)(F)F.ClC1=C(C=C(C=C1)C(CNC(C)C)(C1=CC=CC=C1)O)C=1C(=CC=C(C1F)OCCOC)C(=O)N 2'-chloro-6-fluoro-5'-(1-hydroxy-2-(isopropylamino)-1-phenylethyl)-5-(2-methoxyethoxy)-[1,1'-biphenyl]-2-carboxamide trifluoroacetate